benzyl (2R,4S)-4-((tert-butyldimethylsilyl)oxy)-2-(6-((E)-prop-1-en-1-yl)imidazo[1,2-a]pyridin-2-yl)pyrrolidine-1-carboxylate [Si](C)(C)(C(C)(C)C)O[C@H]1C[C@@H](N(C1)C(=O)OCC1=CC=CC=C1)C=1N=C2N(C=C(C=C2)\C=C\C)C1